CC=1C(=C(C=2CC3=CC=CC=C3C2C1)C1=NC=CC2=CC=CC=C12)C (dimethylfluorenyl)isoquinoline